C[C@@H](C1=CC=CC=C1)N S-(-)-alpha-phenylethylamine